C=C\C=C/C\C=C/C[C@H]1[C@@H](CCCCCCCCCC)O1 (3z,6z,9s,10r)-9,10-epoxy-1,3,6-eicostriene